FC=1C=C(C=CC1C(F)(F)F)NC1=CC2=C(NC(=N2)CSC2=CC(=NC=C2)C(F)(F)F)C=C1 N-(3-Fluoro-4-(trifluoromethyl)phenyl)-2-(((2-(trifluoromethyl)pyridin-4-yl)thio)methyl)-1H-benzo[d]imidazol-5-amine